ClC1=CC=C(C=C1)[C@H](CC(=O)O)N1[C@@](C2=C(C=C(C=C2C1=O)[C@@](CC)(O)C1(CCOCC1)F)F)(OC([2H])([2H])[2H])C1=CC=C(C=C1)Cl (3S)-3-(4-chlorophenyl)-3-[(1R)-1-(4-chlorophenyl)-7-fluoro-5-[(1R)-1-(4-fluorooxan-4-yl)-1-hydroxypropyl]-1-trideuteromethoxy-3-oxo-2,3-dihydro-1H-isoindol-2-yl]propanoic acid